ClC=1N=C(C2=C(N1)N=C(C(=C2)C)C)OC2CC(C2)(F)F 2-chloro-4-(3,3-difluorocyclobutoxy)-6,7-dimethylpyrido[2,3-d]pyrimidine